6-((R)-3-(2,3-difluorophenyl)isoxazolidin-2-yl)-N-(4-(4-(3-ethyl-3,6-diazabicyclo[3.1.1]heptan-6-yl)piperidin-1-yl)-2-methoxyphenyl)pyrimidin-4-amine FC1=C(C=CC=C1F)[C@@H]1N(OCC1)C1=CC(=NC=N1)NC1=C(C=C(C=C1)N1CCC(CC1)N1C2CN(CC1C2)CC)OC